5-chloro-1-(2,3,5,6-tetrafluorophenyl)indoline-2-one ClC=1C=C2CC(N(C2=CC1)C1=C(C(=CC(=C1F)F)F)F)=O